8-methoxy-3-((tetrahydro-2H-pyran-4-yl)methoxy)-6H-benzo[c]chromen-6-one COC=1C=CC2=C(C(OC3=CC(=CC=C23)OCC2CCOCC2)=O)C1